N[C@H]1[C@@H](C(OC2=CC=CC=C12)(C)C)O (3s,4r)-4-amino-2,2-dimethylchroman-3-ol